CN1C(=NC2=C(C=C(C=C2C1=O)C)\C(\C)=N/[S@](=O)C(C)(C)C)C1COCCC1 (R)-N-((Z)-1-(3,6-dimethyl-4-oxo-2-(tetrahydro-2H-pyran-3-yl)-3,4-dihydroquinazolin-8-yl)ethylidene)-2-methylpropane-2-sulfinamide